3,3-diallyl-isoindolin-1-one C(C=C)C1(NC(C2=CC=CC=C12)=O)CC=C